C1(CCCCC1)CNC=1C=CC2=C(C=C(O2)C(=O)NCC=2SC=CC2)C1 5-((cyclohexylmethyl)amino)-N-(thiophen-2-ylmethyl)benzofuran-2-carboxamide